niobium(II) monoxide [O-2].[Nb+2]